OCCN1C(N(C(=C1)C)C1C(N(C(CC1)=O)C(=O)OC(C)(C)C)=O)=O Tert-Butyl 3-(3-(2-hydroxyethyl)-5-methyl-2-oxo-2,3-dihydro-1H-imidazol-1-yl)-2,6-dioxopiperidine-1-carboxylate